1,2-diethoxycyclobutene-3,4-dione C(C)OC1=C(C(C1=O)=O)OCC